3-(2-morpholinoethoxy)-6-(naphthalen-1-yl)-1-(piperazin-1-yl)-5,6,7,8-tetrahydro-2,6-naphthyridine-4-carbonitrile hydrochloride Cl.O1CCN(CC1)CCOC=1N=C(C=2CCN(CC2C1C#N)C1=CC=CC2=CC=CC=C12)N1CCNCC1